The molecule is the lipid IVA oxoanion that is (KDO)-lipid IVA(5-) phosphorylated at the 4 position on the KDO moiety; protonated to pH 7.3. It derives from a (KDO)-lipid IVA(5-). CCCCCCCCCCC[C@H](CC(=O)N[C@@H]1[C@H]([C@@H]([C@H](O[C@@H]1OP(=O)([O-])[O-])CO[C@H]2[C@@H]([C@H]([C@@H]([C@H](O2)CO[C@@]3(C[C@H]([C@H]([C@H](O3)[C@@H](CO)O)O)OP(=O)([O-])[O-])C(=O)[O-])OP(=O)([O-])[O-])OC(=O)C[C@@H](CCCCCCCCCCC)O)NC(=O)C[C@@H](CCCCCCCCCCC)O)O)OC(=O)C[C@@H](CCCCCCCCCCC)O)O